5-(azetidin-1-ylmethyl)-N-(4-(cis-bicyclo[3.1.0]hexan-3-yloxy)-3,5-difluorophenyl)-2-(3,3-diethylazetidin-1-yl)oxazole-4-carboxamide N1(CCC1)CC1=C(N=C(O1)N1CC(C1)(CC)CC)C(=O)NC1=CC(=C(C(=C1)F)OC1CC2CC2C1)F